CC(C)(C)[S@](=O)N[C@@H](CCC=C)C1=CC=C(C=C1)OC1=CC=CC=C1 (S)-2-methyl-N-((S)-1-(4-phenoxyphenyl)pent-4-en-1-yl)propane-2-sulfinamide